benzyl 5-cyanohexahydrocyclopenta[c]pyrrole-2(1H)-carboxylate C(#N)C1CC2C(CN(C2)C(=O)OCC2=CC=CC=C2)C1